OC1=C(C=CC=C1C1CCCCC1)C1=C(C(=CC=C1)C1CCCCC1)O 2,2'-dihydroxy-3,3'-dicyclohexylbiphenyl